[Bi].[Bi].[Rh] rhodium dibismuth